[N+](=O)([O-])C(=CC1=CC=C(C=C1)SC#N)C 4-(2-nitropropen-1-yl)phenylthiocyanate